(4-chloro-2,3-difluoro-phenyl)boronic acid ClC1=C(C(=C(C=C1)B(O)O)F)F